C(C)N1N=CC(=C1F)CN1N(CC2=C1N(C1=CC=CC=C21)C2=CC=C(C=C2)C(F)(F)F)C N-[(1-ethyl-5-fluoro-1H-pyrazol-4-yl)methyl]-2-methyl-8-[4-(trifluoromethyl)phenyl]-2H,8H-pyrazolo[3,4-b]indole